ClC=1C(=NC=C(C1)Cl)O[C@@H](C(=O)O)CC (R)-2-((3,5-dichloropyridin-2-yl)oxy)butanoic acid